5-(4-bromophenyl)-1-(2-chlorophenyl)-2-((4-methylbenzyl)thio)-1H-imidazole BrC1=CC=C(C=C1)C1=CN=C(N1C1=C(C=CC=C1)Cl)SCC1=CC=C(C=C1)C